OC1(CCC1)C=1C=C2C(=CC=NC2=CC1)C(=O)OC methyl 6-(1-hydroxy cyclobutyl)quinoline-4-carboxylate